Tert-butyl (6-chloropyrimidin-4-yl)(2-(2-cyano-7-fluoro-4-methoxy-1H-indol-1-yl)ethyl)carbamate ClC1=CC(=NC=N1)N(C(OC(C)(C)C)=O)CCN1C(=CC2=C(C=CC(=C12)F)OC)C#N